(cyclopropylmethyl)-5-(7-fluoroquinolin-8-yl)pyridin-2-amine C1(CC1)CC=1C(=NC=C(C1)C=1C(=CC=C2C=CC=NC12)F)N